COC1=NC(=CC=C1N)C1=CN=NN1C 2-methoxy-6-(1-methyl-1H-1,2,3-triazol-5-yl)pyridin-3-amine